ClC=1C=C2C(=CC1Cl)NC([C@]21CN(CC1)C(=O)C1(CNCC1)O)=O (S)-5,6-dichloro-1'-(3-hydroxypyrrolidine-3-carbonyl)spiro[indoline-3,3'-pyrrolidin]-2-one